ClC1=C2C(=NN(C2=CC=C1)S(=O)(=O)C1=CC=C(C=C1)C)N1[C@@H](CC(C1)(F)F)C(C)(F)F 4-chloro-1-(p-tolyl-sulfonyl)-3-[(2S)-2-(1,1-difluoroethyl)-4,4-difluoro-pyrrolidin-1-yl]indazole